1-ethyl-N-(quinolin-8-yl)-1H-imidazole-2-sulfonamide C(C)N1C(=NC=C1)S(=O)(=O)NC=1C=CC=C2C=CC=NC12